2-((4-(8-bromo-4-(((5-methyl-1H-benzo[d]imidazol-2-yl)methyl)amino)pyrazolo[1,5-a][1,3,5]triazin-2-yl)piperazin-1-yl)methyl)acrylic acid BrC=1C=NN2C1N=C(N=C2NCC2=NC1=C(N2)C=CC(=C1)C)N1CCN(CC1)CC(C(=O)O)=C